1,2-bis(3-chlorophenyl)-2-methylpropyl ((S)-3-cyclohexyl-1-oxo-1-(((S)-1-oxo-3-((S)-2-oxopyrrolidin-3-yl)propan-2-yl)amino)propan-2-yl)carbamate C1(CCCCC1)C[C@@H](C(N[C@H](C=O)C[C@H]1C(NCC1)=O)=O)NC(OC(C(C)(C)C1=CC(=CC=C1)Cl)C1=CC(=CC=C1)Cl)=O